FC=1C=C(C#N)C=C(C1)OC=1C2=C(C(=NC1)C(F)(F)F)C1([C@@H]([C@@H]2O)F)OCCO1 3-fluoro-5-[(5'R,6'R)-6'-fluoro-5'-hydroxy-1'-(trifluoromethyl)spiro[1,3-dioxolane-2,7'-5,6-dihydrocyclopenta[c]pyridine]-4'-yl]oxy-benzonitrile